FC=1C=C(C=C(C1)OC)OB(O)O (3-fluoro-5-methoxyphenyl)boric acid